N2-[2-(5-ethoxy-1H-indol-3-yl)ethyl]-6-methyl-N4-(2-methyl-1H-indol-5-yl)pyrimidine-2,4-diamine C(C)OC=1C=C2C(=CNC2=CC1)CCNC1=NC(=CC(=N1)NC=1C=C2C=C(NC2=CC1)C)C